OC[C@H](C)N1C=NC2=C(C1=O)C=C(N=C2C=2C=NC=CC2)C2=CN=NN2C (S)-3-(1-hydroxy-prop-2-yl)-6-(1-methyl-1H-1,2,3-triazol-5-yl)-8-(pyridin-3-yl)pyrido[3,4-d]pyrimidin-4(3H)-one